C(C)(CC)C1=CC(=NN1C1=CC=C(C=C1)OC(F)(F)F)N1CCNCC1 1-[5-sec-butyl-1-[4-(trifluoromethoxy)phenyl]pyrazol-3-yl]piperazine